3-chloro-N-[5-(5-methoxy-1H-benzimidazol-2-yl)-1H-pyrazol-3-yl]-4-(2-methoxyethoxy)benzamide ClC=1C=C(C(=O)NC2=NNC(=C2)C2=NC3=C(N2)C=CC(=C3)OC)C=CC1OCCOC